C(=O)C1=CC=C(C#N)C=C1 4-Formyl-benzonitril